8-aminooctanolactam NC1CCCCCCC(=O)N1